(1R,5S,6R)-N-[3-(2,6-dimethoxyphenyl)-1-{[2-(trimethylsilyl)ethoxy]methyl}pyrrolo[2,3-b]pyridin-6-yl]-3-methyl-3-azabicyclo[3.1.0]hexane-6-carboxamide COC1=C(C(=CC=C1)OC)C1=CN(C2=NC(=CC=C21)NC(=O)C2[C@H]1CN(C[C@@H]21)C)COCC[Si](C)(C)C